C[Si](C)(C)C#CC (trimethylsilyl)propyne